FC1=C(C=CC(=C1)C1=CC=CC=C1)C1=CC=CC=C1 2'-fluoro-p-terphenyl